(3R,5R)-4-acryloyl-5-methylmorpholin C(C=C)(=O)N1CCOC[C@H]1C